apigenine O1C(=CC(=O)C=2C(O)=CC(O)=CC12)C1=CC=C(O)C=C1